(R)-N-((R)-2-(2-Methoxyphenyl)-1-(4-Methoxyphenyl)Ethyl)-2-Methylpropane-2-Sulfinamide COC1=C(C=CC=C1)C[C@H](C1=CC=C(C=C1)OC)N[S@](=O)C(C)(C)C